N-(4-(3-methoxyoxetan-3-yl)phenyl)-4-(4-(trifluoromethyl)phenyl)piperidine-1-carboxamide COC1(COC1)C1=CC=C(C=C1)NC(=O)N1CCC(CC1)C1=CC=C(C=C1)C(F)(F)F